(S)-6-chloro-4-(cyclopropylethynyl)-7-((4-methyl-6-oxopyrimidin-1(6H)-yl)methyl)-4-(trifluoromethyl)-1,4-dihydro-2H-benzo[d][1,3]oxazin-2-one ClC1=CC2=C(NC(O[C@@]2(C(F)(F)F)C#CC2CC2)=O)C=C1CN1C=NC(=CC1=O)C